ethyl (amino((4-((ethoxycarbonyl) amino)butyl)amino) methylene)carbamate NC(NCCCCNC(=O)OCC)=NC(OCC)=O